2-(diphenyl-phosphoryl)succinic acid C1(=CC=CC=C1)P(=O)(C1=CC=CC=C1)C(C(=O)O)CC(=O)O